(1S,2R)-2-((S)-5-Bromo-8-(((S)-1-(2-methylthiazol-5-carbonyl)pyrrolidin-3-yl)oxy)-1-((1-oxoisoindolin-2-yl)methyl)-1,2,3,4-tetrahydroisochinolin-2-carbonyl)cyclohexan BrC1=C2CCN([C@@H](C2=C(C=C1)O[C@@H]1CN(CC1)C(=O)C1=CN=C(S1)C)CN1C(C2=CC=CC=C2C1)=O)C(=O)C1CCCCC1